N1=CC(=CC=C1)C(C(C(C)([2H])[2H])([2H])[2H])=O 1-3-pyridinyl-1-butanone-d4